C(C)(C)[C@@H]1CC=C(CC1)CC(CO)C 3-[(4S)-4-isopropyl-1-cyclohexen-1-yl]-2-methyl-1-propanol